C[C@@H]1NC[C@@H]1N1C(C2=CC=CC=C2C1=O)=O 2-[(2S,3S)-2-methylazetidin-3-yl]isoindole-1,3-dione